(((R)-5-morpholino-1,2,3,4-tetrahydroisoquinolin-3-yl)methyl)-N-(3-(piperazin-1-yl)propyl)-5,6,7,8-tetrahydroquinolin-8-amine O1CCN(CC1)C1=C2C[C@@H](NCC2=CC=C1)CC1=NC=2C(CCCC2C=C1)NCCCN1CCNCC1